ClC1=C(OCCOCC(=O)NC=2C=C3C(N(C(C3=CC2)=O)C2C(NC(CC2)=O)=O)=O)C(=CC(=C1)C(C)(C)C1=CC=C(C=C1)OCC1=NC(=NC=C1)NS(=O)(=O)C)C#N 2-[2-[2-Chloro-6-cyano-4-[1-[4-[[2-(methanesulfonamido)pyrimidin-4-yl]methoxy]phenyl]-1-methyl-ethyl]phenoxy]ethoxy]-N-[2-(2,6-dioxo-3-piperidyl)-1,3-dioxo-isoindolin-5-yl]acetamide